C1CCC2(C1)CC(=O)N(C(=O)C2)CCCCN3CCN(CC3)C4=NC=CC=N4.Cl The molecule is a hydrochloride salt resulting from the reaction of equimolar amounts of buspirone and hydrogen chloride. It has a role as an anxiolytic drug, an EC 3.4.21.26 (prolyl oligopeptidase) inhibitor, a sedative and a serotonergic agonist. It contains a buspirone(1+).